ClC1=C(C=CC(=C1O)F)C1=NN=C(S1)CN1C2(CC2)C(N(C1=O)CC(F)(F)F)=O 4-((5-(2-chloro-4-fluoro-3-hydroxyphenyl)-1,3,4-thiadiazol-2-yl)methyl)-6-(2,2,2-trifluoroethyl)-4,6-diazaspiro[2.4]heptane-5,7-dione